2-(5-fluoro-2-pyridinyl)-3-(1H-pyrazolo[3,4-b]pyridin-4-yl)-6,7-dihydropyrazolo[5,1-c][1,4]oxazin-4-one FC=1C=CC(=NC1)C1=NN2C(C(OCC2)=O)=C1C1=C2C(=NC=C1)NN=C2